N-[4-(4,4-difluorocyclohexyl)oxy-3-(1,5-dimethyl-6-oxopyridin-3-yl)phenyl]ethanesulfonamide FC1(CCC(CC1)OC1=C(C=C(C=C1)NS(=O)(=O)CC)C1=CN(C(C(=C1)C)=O)C)F